BrC1=NC=C(C=C1C)C 2-bromo-3,5-lutidine